6-butyl-3-{4-[(5-chloropyridin-2-yl)oxy]piperidine-1-carbonyl}-5-(2,6-dimethoxyphenyl)pyridine-2,4-diol C(CCC)C1=C(C(=C(C(=N1)O)C(=O)N1CCC(CC1)OC1=NC=C(C=C1)Cl)O)C1=C(C=CC=C1OC)OC